C1(CC2C(CC1)O2)CCC[Si](OCCCC)(OCCCC)OCCCC (3,4-epoxycyclohexyl)propyltributoxysilane